(S)-6-Chloro-N-(8,9-difluoro-6-oxo-1,4,5,6-tetrahydro-2H-pyrano[3,4-c]isoquinolin-1-yl)-N-methyl-1H-pyrrolo[3,2-c]pyridine-2-carboxamide ClC1=CC2=C(C=N1)C=C(N2)C(=O)N(C)[C@@H]2COCC=1NC(C=3C=C(C(=CC3C12)F)F)=O